(S)-2-((4-(6-((4-Chloro-2-methylbenzofuran-7-yl)methoxy)pyridin-2-yl)piperidin-1-yl)methyl)-1-(oxetane-2-ylmethyl)-1H-benzo[d]imidazole-6-carboxylic acid methyl ester COC(=O)C=1C=CC2=C(N(C(=N2)CN2CCC(CC2)C2=NC(=CC=C2)OCC2=CC=C(C=3C=C(OC32)C)Cl)C[C@H]3OCC3)C1